CN(C)CCN(C)C N,N,N',N'-tetramethylethane-1,2-diamine